6-fluoro-5-(1-(2-fluorophenyl)ethyl)-3-((3-(methylsulfonyl)benzyl)amino)-4H-benzo[e][1,2,4]thiadiazine 1,1-dioxide FC=1C=CC2=C(NC(=NS2(=O)=O)NCC2=CC(=CC=C2)S(=O)(=O)C)C1C(C)C1=C(C=CC=C1)F